OCCN(CCN(CCO)CCO)CCO N,N,N',N'-tetra(hydroxyethyl)ethylenediamine